CP1(=NP(=NP(=N1)(F)C)(F)C)F trimethyl-trifluoro-cyclotriphosphazene